1-benzyl-oxy-5-cyclopropyl-2-iodo-3-methyl-benzene C(C1=CC=CC=C1)OC1=C(C(=CC(=C1)C1CC1)C)I